1-[o-(4,4,5,5-tetramethyl-1,3,2-dioxaborolan-2-yl)phenyl]-1-propanone CC1(OB(OC1(C)C)C1=C(C=CC=C1)C(CC)=O)C